9-(2-cyclopropylethyl)-4-ethyl-1-oxa-4,9-diazaspiro[5.5]undecan-3-one C1(CC1)CCN1CCC2(CN(C(CO2)=O)CC)CC1